CC1=C(C=CC(=C1)C)C1=NC(=NC(=N1)C1=C(C=C(C=C1)C)C)C1=C(C=C(C=C1)OCC(C)(O)OCC(CCCC)CC)O 4,6-bis-(2,4-dimethylphenyl)-2-(2-hydroxy-4-(β-(2-ethylhexyloxy)-2-hydroxypropoxy)-phenyl)-s-triazine